The molecule is a phosphatidylcholine 40:5 inw hich teh acyl groups specified at positions 1 and 2 are octadecanoyl and (7Z,10Z,13Z,16Z,19Z)-docosapentaenoyl respectively. It derives from a (7Z,10Z,13Z,16Z,19Z)-docosapentaenoic acid and an octadecanoic acid. CCCCCCCCCCCCCCCCCC(=O)OC[C@H](COP(=O)([O-])OCC[N+](C)(C)C)OC(=O)CCCCC/C=C\\C/C=C\\C/C=C\\C/C=C\\C/C=C\\CC